BrC1=CC(=C(CC2NC(=NOC2)C2=CC(=NC=C2OC2=C(C(=CC=C2)Cl)F)C)C=C1)C 5-(4-bromo-2-methylbenzyl)-3-[5-(3-chloro-2-fluorophenoxy)-2-methylpyridin-4-yl]-5,6-dihydro-4H-1,2,4-oxadiazine